ClC1=CC=C2C(=N1)N(C=C2S(=O)(=O)NC2=C(C=C(C(=C2)F)OC(F)F)F)CC(F)F 6-chloro-1-(2,2-difluoroethyl)-N-[4-(difluoromethoxy)-2,5-difluorophenyl]pyrrolo[2,3-b]pyridine-3-sulfonamide